ClC1=C(CN2N=C(N=C2)C(=O)N[C@@H]2C=3N(C4=C(CC2)C=CC=C4)C=CN3)C(=CC=C1)Cl (S)-1-(2,6-dichlorobenzyl)-N-(5,6-dihydro-4H-benzo[f]imidazo[1,2-a]azepin-4-yl)-1H-1,2,4-triazole-3-carboxamide